(s)-2-(6-((1-Acryloyl-3-(2,3-dichloro-6-fluorophenyl)pyrrolidin-3-yl)amino)-8-fluoro-4-oxoquinazolin-3(4H)-yl)-N-methylacetamide C(C=C)(=O)N1C[C@](CC1)(C1=C(C(=CC=C1F)Cl)Cl)NC=1C=C2C(N(C=NC2=C(C1)F)CC(=O)NC)=O